OC(CCCCCCCCCC(=O)O)CCC(CCCCCCCCCC)O 11,14-Dihydroxytetracosanoic acid